2-amino-7-bromo-6-cyclopropyl-1-(6-fluoro-5-methyl-1-(tetrahydro-2H-pyran-2-yl)-1H-indazol-4-yl)-1H-pyrrolo[3,2-c]pyridine NC1=CC=2C=NC(=C(C2N1C1=C2C=NN(C2=CC(=C1C)F)C1OCCCC1)Br)C1CC1